2-[2-(3-nitrophenyl)-1,3-dithiolan-2-yl]Acetylhydrazine [N+](=O)([O-])C=1C=C(C=CC1)C1(SCCS1)CC(=O)NN